[Na+].CC1=CC(=CC=C1)S(=O)[O-] 3-toluenesulfinate sodium